di(2-ethylpentyl)bicyclo[2.2.1]hept-5-ene-2,3-dicarboxylic acid C(C)C(CC1=C(C2C(C(C1C2)C(=O)O)C(=O)O)CC(CCC)CC)CCC